(R)-2-pyrrolidin-1-ylmethyl-pyrrolidine-1-carboxylic acid (3-{6-amino-5-[1-(2,6-dichloro-3-fluoro-phenyl)-ethoxy]-pyridin-3-yl}-prop-2-ynyl)-amide NC1=C(C=C(C=N1)C#CCNC(=O)N1[C@H](CCC1)CN1CCCC1)OC(C)C1=C(C(=CC=C1Cl)F)Cl